C(C(C)C)OC(C(CC(=O)OCC(C)C)C1=CC=CC=2C3=CC=CC=C3CC12)=O fluorenyl-succinic acid diisobutyl ester